vinyl phosphorate sodium [Na+].P(OC=C)([O-])([O-])=O.[Na+]